CCNC([O-])=O 2-ethylcarbamate